CN(CC[C@@H](C(NCCO)=O)NC(=O)C1=C(C=C2C=NN(C2=C1)CC(C)C)OC1=C(C=C(C=C1)F)F)C (S)-5-(2,4-difluorophenoxy)-1-isobutyl-1H-indazole-6-carboxylic acid [3-dimethylamino-1-(2-hydroxyethylcarbamoyl)propyl]amide